C1(CC1)C1=C(C=CC=C1)C1=CC(=C(C=C1)C1CN(CC1)C(=O)C1=NC=C(C=C1)F)CO (3-(2'-cyclopropyl-3-(hydroxymethyl)biphenyl-4-yl)pyrrolidin-1-yl)(5-fluoropyridin-2-yl)methanone